FC(CN1N=C(C(=C1)C1=NC=NC2=CC(=C(C=C12)O[C@H]1[C@@H](CN(CC1)C)F)OC)C1=CC=CC=C1)F 4-(1-(2,2-difluoroethyl)-3-phenyl-1H-pyrazol-4-yl)-6-(((3R,4R)-3-fluoro-1-methylpiperidin-4-yl)oxy)-7-methoxyquinazoline